FC1(CCC(CC1)/C=C/C=1C(=NC=C(C(=O)NCC2=CC(=CC=C2)CC(=O)NC)C1)OC)F (E)-5-(2-(4,4-difluorocyclohexyl)vinyl)-6-methoxy-N-(3-(2-(methylamino)-2-oxoethyl)benzyl)nicotinamide